N,N-Bis(2-hydroxypropyl)decanamide OC(CN(C(CCCCCCCCC)=O)CC(C)O)C